2-(7-Fluoro-8-(fluoromethoxy)naphthalen-1-yl)-4,4,5,5-tetramethyl-1,3,2-dioxaborolane FC1=CC=C2C=CC=C(C2=C1OCF)B1OC(C(O1)(C)C)(C)C